2-Methyl-2-(3-((2-((2-(4-(trifluoromethoxy)phenyl)-1H-benzo[d]imidazol-1-yl)methyl)benzyl)oxy)phenyl)propanoic acid CC(C(=O)O)(C)C1=CC(=CC=C1)OCC1=C(C=CC=C1)CN1C(=NC2=C1C=CC=C2)C2=CC=C(C=C2)OC(F)(F)F